N1CCC(CC1)S(=O)(=O)[K] piperidine-4-sulfonylmonopotassium